BrC1C(C2=C(C=CC(=C2C1)F)F)O 2-bromo-4,7-difluoroindan-1-ol